ClC=1C=CC2=C(CCC=3C(=NC=CC3)C2=C2CCN(CC2)CC(COC2=CC=C(C=C2)NC(OC(C)(C)C)=O)O)C1 t-butyl (4-(3-(4-(8-chloro-5,6-dihydro-11H-benzo[5,6]cyclohepta[1,2-b]pyridin-11-ylidene)piperidin-1-yl)-2-hydroxypropoxy)phenyl)carbamate